BrC=1C2=C(C(N(C1)C)=O)NC(=C2)COCC 4-bromo-2-(ethoxymethyl)-6-methyl-1,6-dihydro-7H-pyrrolo[2,3-c]pyridin-7-one